C1=NC=C(C2=CC=CC=C12)N1C(N(C[C@H]1C#N)C1=CC=C(C=C1)C(F)(F)F)=O (S)-3-(isoquinolin-4-yl)-2-oxo-1-(4-(trifluoromethyl)phenyl)imidazolidine-4-carbonitrile